C(C)(=O)NC(CCCCC)N acetamidohexanamine